ClC=1C(=CC(=C(C1)C1=C(C=C(C=C1)F)C(C)(C)O)F)C(=O)NC=1C=NC(=C(C1)Cl)N1N=CC=N1 5-chloro-N-(5-chloro-6-(2H-1,2,3-triazol-2-yl)pyridin-3-yl)-2,4'-difluoro-2'-(2-hydroxypropan-2-yl)-(1,1'-biphenyl)-4-carboxamide